2-[3-(6-Chloro-1-methyl-9H-pyrido[3,4-b]indol-8-yl)-phenyl]-ethanol ClC=1C=C2C3=C(NC2=C(C1)C=1C=C(C=CC1)CCO)C(=NC=C3)C